BrC=1C=C(C=NC1OC1=CC=C(C=C1)C(F)(F)F)S(=O)(=O)NC 5-bromo-N-methyl-6-(4-(trifluoromethyl)phenoxy)pyridine-3-sulfonamide